FC1=C(OC2=C(C=C(C=C2)CS(=O)(=O)C)C=2C=C(C(N(C2)C)=O)C)C=CC(=C1)F 5-[2-(2,4-difluorophenoxy)-5-(methylsulfonylmethyl)phenyl]-1,3-dimethylpyridin-2-one